CNC(CC1=CC2=C(OCO2)C=C1C)C N-methyl-1-(6-methyl-1,3-benzodioxol-5-yl)propan-2-amine